CC1=C(C=C(C=C1)NC(C1=CN=CC(=C1)C(F)(F)F)=O)N1CC2=C(N=C(N=C2)NC2CCOCC2)C2(C1=O)CC2 N-(4-methyl-3-(7'-oxo-2'-((tetrahydro-2H-pyran-4-yl)amino)-5'H-spiro[cyclopropane-1,8'-pyrido[4,3-d]pyrimidine]-6'(7'H)-yl)phenyl)-5-(trifluoromethyl)nicotinamide